(S)-6-(propyl(2-(thiophen-2-yl)ethyl)amino)-5,6,7,8-tetrahydronaphthalen-1-yl(14-(propylamino)-14-Oxomyristoyl)glycinate C(CC)N([C@@H]1CC=2C=CC=C(C2CC1)N(CC(=O)[O-])C(CCCCCCCCCCCCC(=O)NCCC)=O)CCC=1SC=CC1